tert-butyl (2R,5R)-4-(8-(chloromethyl)-3,9-dimethyl-2-oxo-3,9-dihydro-2H-purin-6-yl)-5-(methoxymethyl)-2-methylpiperazine-1-carboxylate ClCC=1N(C=2N(C(N=C(C2N1)N1C[C@H](N(C[C@@H]1COC)C(=O)OC(C)(C)C)C)=O)C)C